2-[3-[[4-(methylamino)-5-(trifluoromethyl)pyrimidin-2-yl]amino]pyrrolo[2,3-c]pyridin-1-yl]acetonitrile CNC1=NC(=NC=C1C(F)(F)F)NC1=CN(C2=CN=CC=C21)CC#N